1,1,1,3,3,3-hexafluoro-isopropanol C(C(F)(F)F)(C(F)(F)F)O